C(CC(=O)O)[C@@H](C(=O)O)NC(=O)N N-carbamyl-L-Glutamic acid